CN1C(C=C(C2=CC=CC=C12)C1=CC=C(C=C1)CCCC)[O-] 1-methyl-4-(4-n-butyl-phenyl)quinolinolate